4-((4-n-Butylphenyl)(4-Methoxyphenyl)Amino)Benzaldehyde C(CCC)C1=CC=C(C=C1)N(C1=CC=C(C=O)C=C1)C1=CC=C(C=C1)OC